4-((4-bromopyridin-2-yl)oxy)-2-fluoro-N-methoxy-N-methylbutanamide BrC1=CC(=NC=C1)OCCC(C(=O)N(C)OC)F